5-(((4-(3-chloro-4-(2-chloro-3-((3-fluoro-4-(((2-hydroxyethyl)amino)methyl)pyridin-2-yl)amino)phenyl)pyridin-2-yl)-2-methoxybenzyl)amino)methyl)pyrrolidin-2-one ClC=1C(=NC=CC1C1=C(C(=CC=C1)NC1=NC=CC(=C1F)CNCCO)Cl)C1=CC(=C(CNCC2CCC(N2)=O)C=C1)OC